C(C1=CC=CC=C1)N[C@H]1[C@@H](CCC1)O |r| racemic-trans-N-benzyl-2-aminocyclopentanol